5-chloro-1-(3-(methylsulfonyl)propyl)-1H-indole ClC=1C=C2C=CN(C2=CC1)CCCS(=O)(=O)C